tert-butyl (3R)-3-[[4-(1-methyltriazol-4-yl)benzoyl]-[8-[(E)-2-(3-pyridyl)vinyl]-1-isoquinolyl]amino]piperidine-1-carboxylate CN1N=NC(=C1)C1=CC=C(C(=O)N([C@H]2CN(CCC2)C(=O)OC(C)(C)C)C2=NC=CC3=CC=CC(=C23)\C=C\C=2C=NC=CC2)C=C1